OC=1C=C(C=NC1)C#N 5-hydroxypyridine-3-carbonitrile